S1C=C(C=C1)CSSCC1=CSC=C1 1,2-bisthiophen-3-ylmethyldisulfane